IC1=NN(C2=C1CN(CC2)C(=O)OC(C)(C)C)C2=CC=C(C=C2)C(C)C tert-butyl 3-iodo-1-(4-isopropylphenyl)-4H,6H,7H-pyrazolo[4,3-c]pyridine-5-carboxylate